ClC1=C(/C=C/C=2OC=C(N2)CCl)C=CC(=C1)F (E)-2-(2-chloro-4-fluorostyryl)-4-(chloromethyl)oxazole